5-bromo-3-(4,4-difluorocyclohexyl)-1-methyl-1,3-dihydro-2H-benzo[d]imidazole-2-one BrC1=CC2=C(N(C(N2C2CCC(CC2)(F)F)=O)C)C=C1